1,2-dibenzylhydrazine C(C1=CC=CC=C1)NNCC1=CC=CC=C1